1,7-Dimethyl-4-(1-methylethyl)cyclodecane CC1CCC(CCC(CCC1)C)C(C)C